ClC=1C=C2C(OCCC3=CC=CC=C3C=3C(=CC(=C(NS(C(C1O)=C2)(=O)=O)C3)F)F)=O 14-chloro-20,22-difluoro-15-hydroxy-10-oxa-17λ6-thia-18-azatetracyclo[17.3.1.112,16.02,7]tetracosane-1(23),2,4,6,12,14,16(24),19,21-nonaene-11,17,17-trione